isopropyl 3-bromo-1-(3-chloro-2-pyridinyl)-4,5-dihydro-1H-pyrazole-5-carboxylate BrC1=NN(C(C1)C(=O)OC(C)C)C1=NC=CC=C1Cl